9,9',9'',9'''-(4-(2-(2,6-diphenylpyrimidin-4-yl)phenyl)pyridine-2,3,5,6-tetrayl)tetrakis(3-(tert-butyl)-9H-carbazole) C1(=CC=CC=C1)C1=NC(=CC(=N1)C1=C(C=CC=C1)C1=C(C(=NC(=C1N1C2=CC=CC=C2C=2C=C(C=CC12)C(C)(C)C)N1C2=CC=CC=C2C=2C=C(C=CC12)C(C)(C)C)N1C2=CC=CC=C2C=2C=C(C=CC12)C(C)(C)C)N1C2=CC=CC=C2C=2C=C(C=CC12)C(C)(C)C)C1=CC=CC=C1